(R)-N-(3-(N-(1-aminocyclopropane-1-carbonyl)-S-methylsulfonimidoyl)phenyl)-2-(4,4-difluoroazepan-1-yl)-4-methyl-5-(1-methyl-1H-pyrazol-4-yl)nicotinamide formate C(=O)O.NC1(CC1)C(=O)N=[S@@](=O)(C)C=1C=C(C=CC1)NC(C1=C(N=CC(=C1C)C=1C=NN(C1)C)N1CCC(CCC1)(F)F)=O